(R)-N-((S)-6-tert-butyl-9-p-toluenesulfonyl-2,3,4,9-tetrahydro-1H-carbazol-4-yl)-2-methylpropan-2-sulfinamide C(C)(C)(C)C=1C=C2C=3[C@H](CCCC3N(C2=CC1)S(=O)(=O)C1=CC=C(C)C=C1)N[S@](=O)C(C)(C)C